C(C)N1C(=CC2=CC=CC=C12)C1=NC2=C(N1CCCNC(=O)OCC1C3=CC=CC=C3C=3C=CC=CC13)C=CC(=C2)C(=O)N2C[C@@H](CCC2)NC(OC(C)(C)C)=O 1,1-Dimethylethyl [(3R)-1-({2-(1-ethyl-1H-indol-2-yl)-1-[3-({[(9H-fluoren-9-ylmethyl)oxy]carbonyl}amino)propyl]-1H-benzimidazol-5-yl}carbonyl)-3-piperidinyl]carbamate